FC(CS(=O)(=O)C)(F)F 1,1,1-trifluoro-2-(methylsulfonyl)ethane